1-(4-isopropoxy-3-nitrophenyl)ethan-1-one C(C)(C)OC1=C(C=C(C=C1)C(C)=O)[N+](=O)[O-]